C(C)(SC(C)C1=CC=C(C=C1)F)=O S-(1-(4-fluorophenyl)ethyl) ethanethioate